2-(5-Bromo-2-fluoro-4-methoxyphenoxy)-5-(trifluoro-methyl)pyridine BrC=1C(=CC(=C(OC2=NC=C(C=C2)C(F)(F)F)C1)F)OC